2-(3-bromobenzyl)-3-(2-fluoropyridin-3-yl)-2,6-Dihydropyrrolo[3,4-c]pyrazole-5(4H)-carboxylic acid tert-butyl ester C(C)(C)(C)OC(=O)N1CC2=NN(C(=C2C1)C=1C(=NC=CC1)F)CC1=CC(=CC=C1)Br